6-((diphenylmethylene)amino)-4-((2-methoxyphenyl)amino)-N-methyl-N-phenylpicolinamide C1(=CC=CC=C1)C(C1=CC=CC=C1)=NC1=CC(=CC(=N1)C(=O)N(C1=CC=CC=C1)C)NC1=C(C=CC=C1)OC